NCC[Si](OC)(OC)OC (2-Aminoethyl)trimethoxy-silan